7-(1-(4-Chlorobenzyl)piperidin-3-yl)-2-methyl-3-(2-nitroethyl)pyrazolo[1,5-a]pyrimidine ClC1=CC=C(CN2CC(CCC2)C2=CC=NC=3N2N=C(C3CC[N+](=O)[O-])C)C=C1